N1(C=NC=C1)C1=NC(=CC(=N1)C(=O)NC1CCC(CC1)OCCOC)C(=O)N (1H-imidazol-1-yl)-N-((1r,4r)-4-(2-methoxyethoxy)cyclohexyl)pyrimidine-4,6-dicarboxamide